NC=1C=NC=C(C1N1C[C@H](CC1)NC(OC(C)(C)C)=O)F tert-butyl (S)-(1-(3-amino-5-fluoropyridin-4-yl)pyrrolidin-3-yl)carbamate